COC1=C(CNC=2C=C(C(=O)OC)C=C(N2)C=2SC(=CN2)C(F)(F)F)C=CC(=C1)OC Methyl 2-((2,4-dimethoxybenzyl)amino)-6-(5-(trifluoromethyl)thiazol-2-yl)isonicotinate